NC1=C2N=C(N(C2=NC=N1)CCS(=O)(=O)N)SC1=CC2=C(OCO2)C=C1C=1SC=CN1 2-(6-amino-8-((6-(thiazol-2-yl)benzo[d][1,3]dioxol-5-yl)thio)-9H-purin-9-yl)ethanesulfonamide